N1=C(C=CC=C1)C=N[C@H]1[C@@H](O)O[C@@H]([C@H]([C@@H]1O)O)CO 2-deoxy-2-[(2-pyridinylmethylene)amino]-α-D-glucopyranose